ClN1N=NC2=C1C(=NC=C2)N(CC2=CC=C(C=C2)OC)CC2=C(C=C(C=C2)OC)OC chloro-N-(2,4-dimethoxybenzyl)-N-(4-methoxybenzyl)-3H-[1,2,3]triazolo[4,5-c]pyridin-4-amine